COC1=NNC2=NC(=CN=C21)N2CCC1(CCN(C1)C1=NC(=NC(=C1)C)C(F)(F)F)CC2 8-(3-methoxy-1H-pyrazolo[3,4-b]pyrazin-6-yl)-2-(6-methyl-2-(trifluoromethyl)pyrimidin-4-yl)-2,8-diazaspiro[4.5]decane